COC1=C(C=CC=C1)\C(=C/C1=C(C=CC=C1)OC)\C1=C(C=CC=C1)C1=C(C=CC=C1)P(C1=CC=CC=C1)C1=CC=CC=C1 (Z)-(2'-(1,2-bis(2-methoxyphenyl)vinyl)-[1,1'-biphenyl]-2-yl)diphenylphosphine